C1(CC1)C=1N=NN(C1)[C@H](C(=O)N1[C@@H](C[C@H](C1)O)C(=O)NC(C(N1CCCC1)=O)(C)C)C(C)(C)C (2S,4r)-1-[(2S)-2-(4-cyclopropyl-triazol-1-yl)-3,3-dimethyl-butyryl]-N-(1,1-dimethyl-2-oxo-2-pyrrolidin-1-yl-ethyl)-4-hydroxy-pyrrolidine-2-carboxamide